1,15-bis(heptylthio)-8-oxopentadecane-2,14-diyl dipelargonate C(CCCCCCCC)(=O)OC(CSCCCCCCC)CCCCCC(CCCCCC(CSCCCCCCC)OC(CCCCCCCC)=O)=O